α-Cyano-(3-methoxy-4-hydroxy-5-iodocinnamoyl)-(3',4'-dihydroxyphenyl)ketone COC1=C(C(=CC(=C1)/C=C(\C#N)/C(=O)C2=CC(=C(C=C2)O)O)I)O